9-{(1R)-1-[1-Benzyl-4-(2,5-difluorophenyl)-1H-imidazol-2-yl]-2,2-dimethylpropyl}-2,2-dimethyl-4,10-dioxo-3-oxa-12-thia-5,9-diazaoctadecane C(C1=CC=CC=C1)N1C(=NC(=C1)C1=C(C=CC(=C1)F)F)[C@@H](C(C)(C)C)N(CCCNC(OC(C)(C)C)=O)C(CSCCCCCC)=O